O1C(=CC=C1)C(C(=O)N1C(CCCC1)C=1NC=C(N1)C1=CC=CC=C1)C 2-(Furan-2-yl)-1-(2-(4-phenyl-1H-imidazol-2-yl)piperidin-1-yl)propan-1-one